(S)-N-[1-(5-bromo-4-methylpyrimidin-2-yl)-3-[(tert-butyldimethylsilyl)oxy]-3-methylcyclobutyl]-2-methylpropan-2-sulfinamide BrC=1C(=NC(=NC1)C1(CC(C1)(C)O[Si](C)(C)C(C)(C)C)N[S@@](=O)C(C)(C)C)C